4-cyclopropyl-2-((4-fluoro-2-methylphenyl)amino)-N-(6-methoxy-2-methylpyridin-3-yl)benzamide C1(CC1)C1=CC(=C(C(=O)NC=2C(=NC(=CC2)OC)C)C=C1)NC1=C(C=C(C=C1)F)C